C(C)(=O)NCCSCC[C@@H](C(=O)O)N (S)-4-(2-acetamido-ethylthio)-2-amino-butyric acid